N-(4-(4-amino-5-(4-((6-methylpyridin-2-yl)oxy)phenyl)thieno[2,3-d]pyrimidin-6-yl)phenyl)methacrylamide NC=1C2=C(N=CN1)SC(=C2C2=CC=C(C=C2)OC2=NC(=CC=C2)C)C2=CC=C(C=C2)NC(C(=C)C)=O